(S)-3-((S)-sec-butyl)-2-oxo-N-((S)-2-oxopyrrolidin-3-yl)-1,2,3,5-tetrahydro-4H-benzo[e][1,4]diazepine-4-carboxamide [C@H](C)(CC)[C@@H]1N(CC2=C(NC1=O)C=CC=C2)C(=O)N[C@@H]2C(NCC2)=O